4-((((4R,5R)-7-ethyl-4-(4-fluorophenyl)-6-oxo-1-phenyl-5-(3-(trifluoromethyl)benzamido)-4,5,6,7-tetrahydro-1H-pyrazolo[3,4-b]pyridine-3-yl)methyl)amino)but-2-enoate C(C)N1C2=C([C@H]([C@H](C1=O)NC(C1=CC(=CC=C1)C(F)(F)F)=O)C1=CC=C(C=C1)F)C(=NN2C2=CC=CC=C2)CNCC=CC(=O)[O-]